C(C)(C)(C)OC(NC12CC(C1)(C2)C=2NC(=CN2)[C@@H]2C[C@@H](C2)OC(F)(F)F)=O (3-(5-((cis)-3-(trifluoromethoxy)cyclobutyl)-1H-imidazol-2-yl)bicyclo[1.1.1]pent-1-yl)carbamic acid tert-butyl ester